FC1=C(CN2C=NN(C2=O)C2=CC=C(CN3C(=NC(=C3)N3CC(C3)(C#N)C)C)C=C2)C(=CC=C1)F 1-(1-(4-(4-(2,6-difluorobenzyl)-5-oxo-4,5-dihydro-1H-1,2,4-triazol-1-yl)benzyl)-2-methyl-1H-imidazol-4-yl)-3-methylazetidine-3-carbonitrile